NC=1C=C(C=C(C1)C(F)(F)F)[C@@H](C)NC(=O)C1=NN(C(C=C1)=O)C=1C=C(C(=O)OC(C)(C)C)C=CC1 Tert-Butyl 3-[3-[[(1R)-1-[3-amino-5-(trifluoromethyl)phenyl]ethyl]carbamoyl]-6-oxo-pyridazine-1-yl]benzoate